2-di(hydroxyethyl)amino-5-aminopyridine tert-butyl-N-[(1R)-3-chloro-1-methyl-2-oxo-propyl]carbamate C(C)(C)(C)OC(N[C@@H](C(CCl)=O)C)=O.OCCN(C1=NC=C(C=C1)N)CCO